(S)-1-((10-Hydroxy-7-(4,4,4-trifluoro-2-(2,2,2-trifluoroethyl)butanoyl)-7-azaspiro[4.5]decan-10-yl)methyl)-4-phenyl-5-(piperazine-1-carbonyl)pyridin-2(1H)-on O[C@]1(CCN(CC12CCCC2)C(C(CC(F)(F)F)CC(F)(F)F)=O)CN2C(C=C(C(=C2)C(=O)N2CCNCC2)C2=CC=CC=C2)=O